6-fluoro-1-methyl-benzo[d]imidazol FC=1C=CC2=C(N(C=N2)C)C1